COC1=NC(=NC=C1B1OC(C(O1)(C)C)(C)C)N(CC1=CC=C(C=C1)OC)CC1=CC=C(C=C1)OC [4-methoxy-5-(4,4,5,5-tetramethyl-1,3,2-dioxaborolan-2-yl)pyrimidin-2-yl]-bis(p-anisyl)amine